bis-(2,6-dichlorobenzoyl)-1-naphthylphosphine oxide ClC1=C(C(=O)P(C2=CC=CC3=CC=CC=C23)(C(C2=C(C=CC=C2Cl)Cl)=O)=O)C(=CC=C1)Cl